[Cl].P.P diphosphine chlorine